5-[(2R)-2-[3-[4-(5-chloropyrimidin-2-yl)piperazin-1-yl]-3-oxopropoxy]-3-methoxypropoxy]-4-(trifluoromethyl)-2,3-dihydropyridazin-3-one ClC=1C=NC(=NC1)N1CCN(CC1)C(CCO[C@@H](COC1=C(C(NN=C1)=O)C(F)(F)F)COC)=O